tert-butyl 1-bromo-6-methyl-7-oxo-3-(phenylsulfonyl)-6,7-dihydro-3H-spiro[dipyrrolo[2,3-b:3',2'-d]pyridine-8,3'-pyrrolidine]-1'-carboxylate BrC1=CN(C2=NC=C3C(=C21)C2(CN(CC2)C(=O)OC(C)(C)C)C(N3C)=O)S(=O)(=O)C3=CC=CC=C3